4,5-dichloro-2-[4-(4-fluorophenoxy)phenyl]pyridazin-3-one hydrochloride Cl.ClC=1C(N(N=CC1Cl)C1=CC=C(C=C1)OC1=CC=C(C=C1)F)=O